2-(3,4-dimethylbenzylidene)1,3-indenedione CC=1C=C(C=C2C(C3=CC=CC=C3C2=O)=O)C=CC1C